5-((2,6-diethyl-3,4-dihydroquinolin-1(2H)-yl)sulfonyl)-2-(2-hydroxy-1-morpholinoethyl)benzyl Acetate C(C)(=O)OCC1=C(C=CC(=C1)S(=O)(=O)N1C(CCC2=CC(=CC=C12)CC)CC)C(CO)N1CCOCC1